N,N-diisopropylethylamine p-styrenesulfonate salt C=CC1=CC=C(C=C1)S(=O)(=O)O.C(C)(C)N(C(C)C)CC